[4-(4'-methyl-2,2'-bipyridin-4'-yl)-butyric acid] ruthenium (II) [Ru+2].CC1(CC(=NC=C1)C1=NC=CC=C1)CCCC(=O)O